C1(CC1)C1=CC=C(C=N1)C(C)N1N=CC2=C(C=CC(=C12)CO)C#CC 1-(1-(6-cyclopropylpyridin-3-yl)ethyl)-4-(propane-1-yn-1-yl)-1H-indazole-7-methanol